NC(CC(CCN1CC(CCC1)(F)F)NC(=O)C1=NN(C(=C1)C1=C(C=CC=C1)Cl)C1CCCC1)=O N-(1-amino-5-(3,3-difluoropiperidin-1-yl)-1-oxopent-3-yl)-5-(2-chlorophenyl)-1-cyclopentyl-1H-pyrazole-3-carboxamide